OC=1C=C2CC[C@H]([C@H](C2=CC1)C1=CC=C(OCCCCNCC2=CC=C(COC=3C=C(C=CC3)N3C(NC(CC3)=O)=O)C=C2)C=C1)C1=CC=CC=C1 1-(3-((4-(((4-(4-((1S,2R)-6-hydroxy-2-phenyl-1,2,3,4-tetrahydronaphthalen-1-yl)phenoxy)butyl)amino)methyl)benzyl)oxy)phenyl)dihydropyrimidine-2,4(1H,3H)-dione